[Br-].C(=O)(O)CCC[P+](C1=CC=CC=C1)(C1=CC=CC=C1)C1=CC=CC=C1 (3-carboxypropyl)triphenylphosphonium bromide